6-((1-(tert-butyl)-3-((1S,3R)-3-hydroxycyclopentyl)-1H-pyrazol-5-yl)amino)-2-(4-methoxybenzyl)-1-methyl-1,2-dihydro-3H-indazol-3-one C(C)(C)(C)N1N=C(C=C1NC1=CC=C2C(N(N(C2=C1)C)CC1=CC=C(C=C1)OC)=O)[C@@H]1C[C@@H](CC1)O